(4-amino-2-((3-fluoropyridin-2-yl)methyl)-7-(4-methyloxazol-5-yl)-2H-[1,2,3]triazolo[4,5-c]pyridin-6-yl)benzonitrile NC1=NC(=C(C=2C1=NN(N2)CC2=NC=CC=C2F)C2=C(N=CO2)C)C2=C(C#N)C=CC=C2